COC1=C(C(=O)N)C=CC(=C1)C 2-methoxy-4-methylbenzamide